CN1CC(CC1)OC([C@H](NP(=O)(OC1=CC=CC=C1)OC1=CC=C(C=C1)[N+](=O)[O-])C)=O (R)-((4-Nitrophenoxy)(phenoxy)phosphoryl)-L-alanine 1-methylpyrrolidin-3-yl ester